N-((2S,3R)-1,3-dihydroxy-5-((2-oxo-2H-chromen-7-yl)oxy)pentan-2-yl)dodecanamide OC[C@@H]([C@@H](CCOC1=CC=C2C=CC(OC2=C1)=O)O)NC(CCCCCCCCCCC)=O